2-(difluoromethoxy)-4-{1-[4-(3-methyloxetan-3-yl)phenyl]-1H-pyrazol-3-yl}benzaldehyde FC(OC1=C(C=O)C=CC(=C1)C1=NN(C=C1)C1=CC=C(C=C1)C1(COC1)C)F